(Z)-5-((1H-pyrrolo[3,2-b]pyridin-3-yl)methylene)-3-methyl-2-thioxooxazolidin-4-one N1C=C(C2=NC=CC=C21)\C=C/2\C(N(C(O2)=S)C)=O